N-(2-chloro-4-fluoro-3-((5-methyl-3-(methyl-d3)-4-oxo-3,4-dihydroquinazolin-6-yl)amino)phenyl)-3-fluoropropane-1-sulfonamide ClC1=C(C=CC(=C1NC=1C(=C2C(N(C=NC2=CC1)C([2H])([2H])[2H])=O)C)F)NS(=O)(=O)CCCF